5-(fluoromethyl)piperidine-3,4-diol FCC1C(C(CNC1)O)O